CN(C(=O)C1=C(OC=2N=CN=C(C21)NC2(CC2)C)C)C=2C=NN(C2)C N,6-dimethyl-N-(1-methyl-1H-pyrazol-4-yl)-4-[(1-methylcyclopropyl)amino]furo[2,3-d]pyrimidine-5-carboxamide